BrC1=NC(=CC(=C1)[C@H]1[C@@H](N(CCO1)CC1=CC=C(C=C1)OC)CO)Cl Trans-(2-(2-bromo-6-chloropyridin-4-yl)-4-(4-methoxybenzyl)morpholin-3-yl)methanol